FC1=CC=C(C=C1)N1N=C(N=C1C1=CC=C(C=C1)C)CN1CCC(CC1)(C)C 1-((1-(4-fluorophenyl)-5-(p-tolyl)-1H-1,2,4-triazol-3-yl)methyl)-4,4-dimethylpiperidine